ClC=1C=C(C=CC1[N+](=O)[O-])N1[C@H](O[C@@H](C1)C(=O)NC1=C(C=C(C=C1)C#N)F)C(F)(F)F (2R,5S)-3-(3-Chloro-4-nitrophenyl)-N-(4-cyano-2-fluorophenyl)-2-(trifluoromethyl)oxazolidin-5-carboxamid